OC(=O)C(F)(F)F.FCC1=CC=C(CN(CCN2C3CC(CC2CC3)C=3C=C(C(=O)N)C=CC3)S(N(C)C)(=O)=O)C=C1 3-endo-(8-(2-((4-fluoromethylbenzyl)(N,N-dimethylsulfamoyl)-amino)ethyl)-8-azabicyclo[3.2.1]oct-3-yl)-benzamide TFA salt